COCCN1C=CC=2C1=NC=CC2C2=C1CNC(C1=C(C=C2)NC2=NC=C(C=C2)N2CCN(CC2)C)=O 4-[1-(2-methoxyeth-yl)pyrrolo[2,3-b]pyridin-4-yl]-7-[[5-(4-methylpiperazin-1-yl)-2-pyridyl]amino]isoindolin-1-one